CN1N=C2N=C(N=C(C2=C1)SCC(=O)C1=CC=C(S1)CNC(C(C)(C)C)=O)C(F)(F)F N-((5-(2-((2-methyl-6-(trifluoromethyl)-2H-pyrazolo[3,4-d]pyrimidin-4-yl)thio)acetyl)thiophen-2-yl)methyl)pivalamide